[W].[Ti].[Cu] copper-titanium-tungsten